CC(C[C@@H](C(N[C@@H](C[C@H]1C(NCC1)=O)C(COC1=C(C(=CC(=C1F)F)F)F)=O)=O)NC(C(=O)N)=O)C ((S)-4-methyl-1-oxo-1-(((S)-3-oxo-1-((S)-2-oxopyrrolidin-3-yl)-4-(2,3,5,6-tetrafluorophenoxy)butan-2-yl)amino)pentan-2-yl)oxalamide